6-(5,6-Dimethoxy-pyridin-3-yl)-5,6,7,8-tetrahydro-pyrido[4,3-d]pyrimidin COC=1C=C(C=NC1OC)N1CC2=C(N=CN=C2)CC1